2,3,4,6-Tetra-O-acetyl-D-gluconic acid C(C)(=O)O[C@@H](C(=O)O)[C@@H](OC(C)=O)[C@H](OC(C)=O)[C@H](O)COC(C)=O